tert-butyl-1-bromo-2-methoxy-4-(trifluoromethoxy)benzene C(C)(C)(C)C=1C(=C(C=CC1OC(F)(F)F)Br)OC